C(C)(C)(C)OC(=O)N1CCC(CC1)C=1C(=NC=CC1)C=1C(=NN(C1)[C@@H]1C[C@H](C1)CN)C1CC1 4-(2-(1-(trans-3-(aminomethyl)cyclobutyl)-3-cyclopropyl-1H-pyrazol-4-yl)pyridin-3-yl)piperidine-1-carboxylic acid tert-butyl ester